FC(CCCCCCCCCN1C(C2=CC=CC=C2C1=O)=O)(F)F 2-(10,10,10-trifluorodecyl)isoindole-1,3-dione